CC1=CC=C(C=C1)S(=O)(=O)OCCOCCOCC1=CC=CC=C1 2-(2-benzyloxyethoxy)ethyl 4-methylbenzenesulfonate